2,6-dimethylhept-1,5-diene CC(=C)CCC=C(C)C